C(C)(C)N1N=C(C(=C1)CN1CC(N(CC1)C1CC2(C1)CCN(CC2)C2=CC=C(C(=O)N)C=C2)C2=C(C=CC=C2)C(C)C)OC 4-(2-(4-((1-isopropyl-3-methoxy-1H-pyrazol-4-yl)methyl)-2-(2-isopropylphenyl)piperazin-1-yl)-7-azaspiro[3.5]nonan-7-yl)benzamide